ClC1=C(C(=O)N[C@@H](CCOCCCCC2=NC=3NCCCC3C=C2)C(=O)O)C(=CC(=C1)C#N)F N-(2-chloro-4-cyano-6-fluorobenzoyl)-O-(4-(5,6,7,8-tetrahydro-1,8-naphthyridin-2-yl)butyl)-L-homoserine